FC1=CC=C(C=C1)NC(C(=O)NCC(C)O)=O N1-(4-Fluorophenyl)-N2-(2-hydroxypropyl)oxalamide